N[C@@H]1[C@H](CN(C1)C)O (3S,4S)-4-amino-1-methyl-pyrrolidin-3-ol